6-oxo-8-(4-(1-(trifluoromethyl)cyclopropyl)phenyl)-3,4-dihydro-2H,6H-pyrimido[2,1-b][1,3]thiazine-7-carbonitrile O=C1C(=C(N=C2SCCCN21)C2=CC=C(C=C2)C2(CC2)C(F)(F)F)C#N